rac-Methyl 4-(2-((tert-butoxycarbonyl)(2-hydroxyethyl)amino)-1-hydroxyethyl)benzoate C(C)(C)(C)OC(=O)N(C[C@H](O)C1=CC=C(C(=O)OC)C=C1)CCO |r|